Kalium malat C(C(O)CC(=O)[O-])(=O)[O-].[K+].[K+]